(S)-3-Chloro-N-(1-cyclopropyl-2-(3-cyclopropyl-3-hydroxyazetidin-1-yl)ethyl)-4-fluoro-N-methylbenzamide ClC=1C=C(C(=O)N(C)[C@H](CN2CC(C2)(O)C2CC2)C2CC2)C=CC1F